BrC1=CC=C(C=C1)[C@@H](C(F)(F)F)N(C(=O)C1CCC(CC1)CN1C(C2=CC=CC=C2C1=O)=O)C N-[(1S)-1-(4-bromophenyl)-2,2,2-trifluoroethyl]-4-[(1,3-dioxo-2,3-dihydro-1H-isoindol-2-yl)methyl]-N-methylcyclohexane-1-carboxamide